2-methyl-6-(p-dimethylaminostyryl)-4H-pyran CC=1OC(=CCC1)C=CC1=CC=C(C=C1)N(C)C